C\C(=C/C=1C=C(C=C(C1)O)O)\CCC=C(C)C (E)-5-(2,6-Dimethylhepta-1,5-dienyl)benzene-1,3-diol